NC1=NC=2C=NC(=CC2C2=C1COC2)C(=O)N2C(CCC(C2)C)C=2C=C1COC3(C1=CC2)CC3 (4-amino-1,3-dihydrofurano[3,4-c][1,7]naphthyridin-8-yl)(5-methyl-2-(3'H-spiro[cyclopropane-1,1'-isobenzofuran]-5'-yl)piperidin-1-yl)methanone